C(C)(=O)NCCCCCC(=O)[O-] 6-acetylaminohexanoate